C12(CC3CC(CC(C1)C3)C2)NC2=NC=3C=C(C=CC3C=3N2C=C(N3)C)C(=O)O 5-(adamantan-1-ylamino)-2-methylimidazo[1,2-c]quinazoline-8-carboxylic acid